FC=1C=NC=CC1C1=CN=C(S1)NC1=CC2=C(C=N1)N=CN2CCNC(=O)[C@H]2N(CCC2)C(=O)OC(C)(C)C tert-butyl (2S)-2-[2-[6-[[5-(3-fluoro-4-pyridyl)thiazol-2-yl]amino]imidazo[4,5-c]pyridin-1-yl]ethylcarbamoyl]pyrrolidine-1-carboxylate